(1-(tetrahydro-2H-pyran-2-yl)-3-(trifluoromethyl)-1H-pyrazol-5-yl)boronic acid O1C(CCCC1)N1N=C(C=C1B(O)O)C(F)(F)F